N1(CC1)CCC(=O)O.N1(CC1)CCC(=O)O.N1(CC1)CCC(=O)O.C(O)C(CO)(CO)CO tetramethylolmethane tris(β-aziridinylpropionate)